O1CCN(CC1)C=1C2=C(N=C(N1)N1N=C(NC1=O)C1=CC=CC=C1)C=CC=N2 2-(4-morpholinopyrido[3,2-d]pyrimidin-2-yl)-5-phenyl-4H-1,2,4-triazol-3-one